N1N=CC(=C1)C1=CC=C(C=C1)N1C(N(C2(C1)CCN(CC2)CCO)CC2=CC(=CC=C2)OC)=O 3-(4-(1H-pyrazol-4-yl)phenyl)-8-(2-hydroxyethyl)-1-(3-methoxybenzyl)-1,3,8-triazaspiro[4.5]decan-2-one